4-(4-fluorophenyl)-1,2,4-triazolidine FC1=CC=C(C=C1)N1CNNC1